(7-chloro-8-fluoro-2-((hexahydro-1H-pyrrolizin-7a-yl)methoxy)pyrido[4,3-d]pyrimidin-4-yl)-2-thia-1,3,7-triazaspiro[4.5]decane 2,2-dioxide ClC1=C(C=2N=C(N=C(C2C=N1)N1S(NCC12CNCCC2)(=O)=O)OCC21CCCN1CCC2)F